ClC1=CC=C(C[C@H]2CO[C@H](CN2C(=O)OC(C)(C)C)CS(=O)C)C=C1 tert-butyl (2R,5S)-5-(4-chlorobenzyl)-2-((methylsulfinyl)methyl)morpholine-4-carboxylate